(S)-6-(4-(2-(5-cyclopropyl-3-(2,6-dichlorophenyl)isoxazol-4-yl)ethyl)-2-methylpiperazin-1-yl)-1-methyl-1H-indole-3-carboxylic acid C1(CC1)C1=C(C(=NO1)C1=C(C=CC=C1Cl)Cl)CCN1C[C@@H](N(CC1)C1=CC=C2C(=CN(C2=C1)C)C(=O)O)C